methyl-3,4-(methylenedi-oxy)-hydrocinnamaldehyde CC(C=O)CC1=CC2=C(C=C1)OCO2